CC1=C(C(=CC=C1)C)C=1CCCC2=C(C1C1=CC=C(C=C1)C=C1CN(C1)CCCF)C=CC(=C2)C(=O)O 8-(2,6-dimethylphenyl)-9-(4-((1-(3-fluoropropyl)azetidin-3-ylidene)methyl)phenyl)-6,7-dihydro-5H-benzo[7]annulene-3-carboxylic acid